C(CCC)OC(=O)N1C=CC=2C1=NC(=CC2)Cl.FC2(CN(C2)C(=O)NC2=CC(=C(C=C2)F)N2N=C1N=CC(=CC1=C2)CC(C)C)F 3,3-difluoro-N-{4-fluoro-3-[5-(2-methylpropyl)-2H-pyrazolo[3,4-b]pyridin-2-yl]phenyl}azetidine-1-carboxamide Z-butyl-6-chloropyrrolo[2,3-b]pyridine-1-carboxylate